1-(tert-butyl)-4-(3-chlorobenzoyl)-1H-pyrazole-5-carboxamide C(C)(C)(C)N1N=CC(=C1C(=O)N)C(C1=CC(=CC=C1)Cl)=O